FC(C(=O)O)(F)F.ClC=1C(=CC2=C(N(C(N=C2N2[C@H](CN[C@@H](C2)C)C)=O)C=2C(=NC=CC2SC)C(C)C)N1)F 7-chloro-4-((2S,5R)-2,5-dimethylpiperazin-1-yl)-6-fluoro-1-(2-isopropyl-4-(methylthio)pyridine-3-yl)pyrido[2,3-d]pyrimidin-2(1H)-one trifluoroacetate